(S)-5-((3-(ethoxymethyl)-3-(2-(5-methylthiophen-2-yl)ethyl)pyrrolidin-1-yl)methyl)-2-methylpyridine C(C)OC[C@@]1(CN(CC1)CC=1C=CC(=NC1)C)CCC=1SC(=CC1)C